C[C@H]1[C@H]2[C@H](C[C@H]3[C@@H]4CC[C@H]5CCCC[C@]5(C)[C@H]4CC([C@]23C)=O)O[C@]12CCC(C)CO2 5α-spirostan-12-one